N-(2-((1r,3r,5r,7r)-adamantan-2-ylamino)ethyl)-5-(4-chloro-phenyl)-4-methyl-1-(pyridin-2-yl)-1H-pyrazole-3-carboxamide C12C(C3CC(CC(C1)C3)C2)NCCNC(=O)C2=NN(C(=C2C)C2=CC=C(C=C2)Cl)C2=NC=CC=C2